Tertiary-Butyl-Amine C(C)(C)(C)N